C1(CCCC1)NC=1C=2N(N=C(C1)C=1C(NC(NC1)=O)=O)C=CN2 5-(8-(cyclopentylamino)imidazo[1,2-b]pyridazin-6-yl)pyrimidine-2,4(1H,3H)-dione